bis(4-amino-3,5-dimethylphenyl)-1-phenylmethane NC1=C(C=C(C=C1C)C(C1=CC=CC=C1)C1=CC(=C(C(=C1)C)N)C)C